[1,2-dimethylpropyl]-N-ethyl-5-methyl-N-pyridazin-4-yl-1H-pyrazole-4-carboxamide CC(C(C)C)N1N=CC(=C1C)C(=O)N(C1=CN=NC=C1)CC